C(C1=CC=CC=C1)OC(C1=C(C=C(C(=C1)N)F)Cl)=O.C(C=C)[N+](CC(CP(=O)(CC)CC)O)(CC=C)CCCC[N+](CC=C)(CC=C)CC(CP(=O)(CC)CC)O 1,4-bis(N,N-diallyl-N-(2-hydroxy-3-(diethylphosphinoyl)propyl)ammonio)butane Benzyl-2-chloro-4-fluoro-5-aminobenzoate